C(C)(C)(C)OC(=O)N1[C@@H](COCC1)C=1C=C(C=C2CCN(CC12)C(=O)N1C[C@@H](O[C@H](C1)C)C)C=1C=C2C(=NC1)NC=C2C (R)-3-(2-((2S,6S)-2,6-dimethylmorpholine-4-carbonyl)-6-(3-methyl-1H-pyrrolo[2,3-b]pyridin-5-yl)-1,2,3,4-tetrahydroisoquinolin-8-yl)morpholine-4-carboxylic acid tert-butyl ester